C(=O)(O)[C@@H](CC1=CC=C2CC[C@@H](C2=C1)C=1C(=C(NC=CC1)CC=1C=C(C=CC1[2H])C(C(=O)O)(C)[C@@H]1CNCC1)CC=1C=C(C=CC1[2H])C(C(=O)O)(C)[C@@H]1CNCC1)[C@@H]1CNCC1 ((((S)-6-((S)-2-carboxy-2-((R)-pyrrolidin-3-yl)ethyl)-2,3-dihydro-1H-inden-1-yl)azepinediyl)bis(methylene))bis(3,1-phenylene-4-d)bis(2-((R)-pyrrolidin-3-yl)propanoic acid)